5-BENZYLOXY-1H-PYRROLO[2,3-C]PYRIDINE-3-CARBOXALDEHYDE C(C1=CC=CC=C1)OC=1C=C2C(=CN1)NC=C2C=O